11-Oxo-N-pyrimidin-2-yl-1-azatricyclo[6.3.1.04,12]dodeca-4(12),5,7,9-tetraene-10-carboxamide O=C1C(=CC2=CC=CC=3CCN1C32)C(=O)NC3=NC=CC=N3